N-ε-maleimidocaproyl-oxysuccinimide C1(C=CC(N1CCCCCC(=O)ON1C(CCC1=O)=O)=O)=O